N-((1r,4r)-4-(Benzylamino)cyclohexyl)-6-(4,4-difluoropiperidin-1-yl)pyridine-3-sulfonamide C(C1=CC=CC=C1)NC1CCC(CC1)NS(=O)(=O)C=1C=NC(=CC1)N1CCC(CC1)(F)F